CC=1C=C(C=CC1)CN1C(CCC2=CC(=CC=C12)[N+](=O)[O-])=O 1-[(3-methylphenyl)methyl]-6-nitro-3,4-dihydroquinolin-2-one